tert-butyl (S)-5-(8-(1-(tert-butoxycarbonyl)pyrrolidin-2-yl)isochroman-6-yl)-3-(pyridin-3-yl)-1H-pyrrolo[2,3-b]pyridine-1-carboxylate C(C)(C)(C)OC(=O)N1[C@@H](CCC1)C=1C=C(C=C2CCOCC12)C=1C=C2C(=NC1)N(C=C2C=2C=NC=CC2)C(=O)OC(C)(C)C